FC=1C=C(C=CC1)C=1OC=2N=C3N(C(C2N1)=O)CCCC3 2-(3-fluorophenyl)-5,6,7,8-tetrahydro-10H-oxazolo[5,4-D]pyrido[1,2-a]pyrimidin-10-one